C(C1=CC=CC=C1)N(C=1C=NC(=CC1)C(C)C=CC1=CC=CC=C1)CC1=CC=CC=C1 N,N-Dibenzyl-6-(4-phenylbut-3-en-2-yl)pyridine-3-amine